diazinon S=P(OCC)(OCC)OC1=NC(=NC(=C1)C)C(C)C